CC(=CC1C(C1(C)C)C(=O)OCN2C(=O)CN(C2=O)CC#C)C The molecule is mixture of 20% (1R)-cis- (CHEBI:39372) and 80% (1R)-trans- (CHEBI:39373) isomers. It has a role as a pyrethroid ester insecticide. It is a member of cyclopropanes and an imidazolidinone. It contains a (1R)-cis-imiprothrin and a (1R)-trans-imiprothrin. It derives from a chrysanthemic acid.